COC1=C(C=CC=C1)C=1C=2N(C=C(C1)C1=CC=CC=C1)C=C(N2)C2=CC=CC=C2 8-(2-methoxyphenyl)-2,6-diphenylimidazo[1,2-a]pyridine